3-(6-oxo-1,6-dihydropyridazin-4-yl)-7-[(1S)-1-[(2r,4r)-2-(aminomethyl)-6-oxo-5-oxa-7-azaspiro[3.4]octan-7-yl]ethyl]-1H-indole-2-carboxylic acid O=C1C=C(C=NN1)C1=C(NC2=C(C=CC=C12)[C@H](C)N1C(OC2(CC(C2)CN)C1)=O)C(=O)O